palmitamide C(CCCCCCCCCCCCCCC)(=O)N